C(C1=CC=CC=C1)N1CCCN(CCN(CCC1)CC=1C(=C(C=C(C1)C)COC(CO)CO)O)CC=1C(=C(C=C(C1)C)COC(CO)CO)O 2,2'-{(8-benzyl-1,4,8-triazacycloundecane-1,4-diyl)bis[methylene(2-hydroxy-5-methyl-3,1-phenylene)methyleneoxy]}di(propane-1,3-diol)